1-(t-butyl) 2-methyl (2R,3R)-3-methoxypyrrolidin-1,2-dicarboxylate CO[C@H]1[C@@H](N(CC1)C(=O)OC(C)(C)C)C(=O)OC